C1(CC1)COC1CCC(CC1)N (1R,4R)-4-(cyclopropylmethoxy)cyclohexan-1-amine